ClC1=CC=C(C=C1)C1=C(CCC(C1)(C)C)CN1C2CN(CC1C2)CC=2C=C1CN(C(C1=CC2)=O)N2C(NC(CC2)=O)=O 1-(5-((6-((4'-chloro-5,5-dimethyl-3,4,5,6-tetrahydro-[1,1'-biphenyl]-2-yl)methyl)-3,6-diazabicyclo[3.1.1]heptan-3-yl)methyl)-1-oxoisoindolin-2-yl)dihydropyrimidine-2,4(1h,3h)-dione